thio-acetic acid C(C)(=S)O